COC(C(CN1N=CN=C1)(O)C1=C(C=C(C=C1)OC1=CC=C(C=C1)Cl)C(F)(F)F)=O [2-(Trifluoromethyl)-4-(4-chlorophenoxy)phenyl]-2-hydroxy-3-(1H-1,2,4-triazol-1-yl)propanoic acid methyl ester